2,2'-(((3,3'''-difluoro-5,5'''-dimethoxy-2',2''-dimethyl-[1,1':3',1'':3'',1'''-quaterphenyl]-4,4'''-diyl)bis(methylene))bis(azanediyl))bis(ethane-1-sulfonic Acid) FC=1C=C(C=C(C1CNCCS(=O)(=O)O)OC)C1=C(C(=CC=C1)C1=C(C(=CC=C1)C1=CC(=C(C(=C1)OC)CNCCS(=O)(=O)O)F)C)C